1-((3R,5R)-4-acetyl-3-(2-chloro-6-(imidazo[1,5-a]pyridin-8-yl)pyridin-4-yl)-5-methylpiperazin-1-yl)prop-2-en-1-one C(C)(=O)N1[C@@H](CN(C[C@H]1C)C(C=C)=O)C1=CC(=NC(=C1)C=1C=2N(C=CC1)C=NC2)Cl